Dodecyl-Sulfonate Tert-Butyl-3-((R)-6-(3-amino-6-methylthieno[2,3-b]pyridine-2-carboxamido)-1-cyano-5,6,7,8-tetrahydronaphthalen-2-yl)-3,8-diazabicyclo[3.2.1]octane-8-carboxylate C(C)(C)(C)OC(=O)N1C2CN(CC1CC2)C2=C(C=1CC[C@H](CC1C=C2)NC(=O)C2=C(C=1C(=NC(=CC1)C)S2)N)C#N.C(CCCCCCCCCCC)S(=O)(=O)O